4-((5-(3-(methylcarbamoyl)phenyl)-1-(4-(trifluoromethyl)benzyl)-1H-indole-7-carboxamido)methyl)benzoic acid CNC(=O)C=1C=C(C=CC1)C=1C=C2C=CN(C2=C(C1)C(=O)NCC1=CC=C(C(=O)O)C=C1)CC1=CC=C(C=C1)C(F)(F)F